C(C)(C)(C)OC(=O)N1[C@@H](C[C@@](C1)(COC(=S)OC1=CC=C(C=C1)F)F)C(=O)OCC1=CC=CC=C1 (2S,4R)-4-fluoro-4-(4-fluoro-phenoxythiocarbonyloxymethyl)-pyrrolidine-1,2-dicarboxylic acid 2-benzyl ester 1-tert-butyl ester